2-fluoro-N-(thiazol-2-yl)benzamide FC1=C(C(=O)NC=2SC=CN2)C=CC=C1